4-(4-amino-3-hydroxyphenoxy)benzene NC1=C(C=C(OC2=CC=CC=C2)C=C1)O